(4-(((4-methoxybenzyl)oxy)methyl)-2-oxabicyclo[2.1.1]hexane-1-yl)methanol COC1=CC=C(COCC23COC(C2)(C3)CO)C=C1